OC=1C=C(C=CC1OC)C(C)=O 1-(3-hydroxy-4-methoxyphenyl)ethanone